N-(4-(2-isopropoxypropan-2-yl)thiazol-2-yl)-1-(2-(pyridin-4-yloxy)ethyl)-1H-pyrrole-2-carboxamide C(C)(C)OC(C)(C)C=1N=C(SC1)NC(=O)C=1N(C=CC1)CCOC1=CC=NC=C1